(3H-imidazol-4-ylmethyl)-amine N1=CNC(=C1)CN